4-(1-(2-((2-(2,6-dioxopiperidin-3-yl)-1-oxoisoindolin-5-yl)oxy)cyclohexyl)azetidin-3-yl)benzonitrile O=C1NC(CCC1N1C(C2=CC=C(C=C2C1)OC1C(CCCC1)N1CC(C1)C1=CC=C(C#N)C=C1)=O)=O